C(C)C1=C(C(=O)N2CCC(CC2)C2=C(C#N)C=CC=C2)C=C(C(=C1)C)C1=NN=C(N1)C1COCC1 (1-(2-ethyl-4-methyl-5-(5-(tetrahydrofuran-3-yl)-4H-1,2,4-triazol-3-yl)benzoyl)piperidin-4-yl)benzonitrile